O1CCOC2=NC=C(C=C21)S(=O)(=O)N2CC1=C(C2)CN(C1)C(=O)[C@H]1COCCC1 |o1:23| (R or S)-(5-((2,3-dihydro-[1,4]dioxino[2,3-b]pyridin-7-yl)sulfonyl)-3,4,5,6-tetrahydropyrrolo[3,4-c]pyrrol-2(1H)-yl)(tetrahydro-2H-pyran-3-yl)methanone